4-((3'-methyl-1'H-spiro[cyclohexane-1,4'-pyrimido[5',4':4,5]pyrrolo[2,1-c][1,2,4]triazin]-7'-yl)amino)benzenesulfonamide CC=1C2(N3C(NN1)=CC1=C3N=C(N=C1)NC1=CC=C(C=C1)S(=O)(=O)N)CCCCC2